3-[(2E)-3,7-dimethyl-2,6-octadien-1-yl]-2,4-dihydroxy-6-pentyl-benzoic acid C\C(=C/CC=1C(=C(C(=O)O)C(=CC1O)CCCCC)O)\CCC=C(C)C